ClC1=C(C(=O)O)C=C(C=C1)CC1=NNC(C2=CC=C(C=C12)OC1CCC1)=O 2-chloro-5-((7-cyclobutoxy-4-oxo-3,4-dihydrophthalazin-1-yl)methyl)benzoic acid